FC(C(C(F)(F)F)(C1=CC(=C(C(=C1)COC)O)COC)C1=CC(=C(C(=C1)COC)O)COC)(F)F 4,4'-(perfluoropropane-2,2-diyl)bis(2,6-bis(methoxymethyl)phenol)